3-(3-(2,5-difluoro-3-(imidazo[1,2-a]pyridine-3-carboxamido)-4-methylphenyl)-1,2,4-oxadiazol-5-yl)azetidine-1-carboxylic acid methyl ester COC(=O)N1CC(C1)C1=NC(=NO1)C1=C(C(=C(C(=C1)F)C)NC(=O)C1=CN=C2N1C=CC=C2)F